FC1=C(C=CC(=C1)[N+](=O)[O-])N=S(=O)(C)C (2-Fluoro-4-nitro-phenyl)imino-dimethyl-oxo-λ6-sulfane